FC1=C(OC=2C=C3C=NN(C3=CC2C(=O)NCCN(C)C)CCC(C)C)C=CC(=C1)F 5-(2,4-difluorophenoxy)-N-(2-(dimethylamino)ethyl)-1-isopentyl-1H-indazole-6-carboxamide